FC=1N=C(SC1CN1CC2(CCC1)OCC=1C(=NC=CC12)OC)NC(C)=O N-(4-Fluoro-5-((4-methoxy-3H-spiro[furo[3,4-c]pyridine-1,3'-piperidin]-1'-yl)methyl)thiazol-2-yl)acetamide